C1(CCC1)C1=CC(=C(C(=O)N2CCC(CC2)(F)C2=C(C#N)C=CC=C2)C=C1C1=NN=C(N1)C(C)C)C (1-(4-cyclobutyl-5-(5-isopropyl-4H-1,2,4-triazol-3-yl)-2-methylbenzoyl)-4-fluoropiperidin-4-yl)benzonitrile